C(C)OC=1C=C(C(=O)NN)C=CC1OCC 3,4-diethoxybenzohydrazide